3-oxatricyclo[7.2.1.01,6]dodecane C123COCCC1CCC(CC2)C3